BrC=1C(=C2C(=NC1)NC(=N2)C2=CC=C(C=C2)N2CCN(CC2)CCOCC)NC2CCN(CC2)CC 6-Bromo-2-{4-[4-(2-ethoxyethyl)piperazin-1-yl]phenyl}-N-(1-ethylpiperidin-4-yl)-3H-imidazo[4,5-b]pyridin-7-amine